C1(CC1)OC1=CC=2N(C=C1)C(=CN2)C2=CN=CC(=N2)N[C@H]2CNC[C@@H]2F 6-(7-cyclopropoxyimidazo[1,2-a]pyridin-3-yl)-N-((3S,4S)-4-fluoropyrrolidin-3-yl)pyrazin-2-amine